3,5-di-tert-butylbenzoic acid C(C)(C)(C)C=1C=C(C(=O)O)C=C(C1)C(C)(C)C